Cl.Cl.CN(C1CNC1)C N,N-dimethylazetidin-3-amine dihydrochloride salt